1,2-epoxy-1,2-bis(3,4-epoxycyclohexane-1-yl)ethane C1(CC2C(CC1)O2)C2C(O2)C2CC1C(CC2)O1